CN(CCO)C 2-dimethylamino-ethanol